9,9'-(sulfonylbis-4,1-phenylene)bis-9H-carbazole S(=O)(=O)(C1=CC=C(C=C1)N1C2=CC=CC=C2C=2C=CC=CC12)C1=CC=C(C=C1)N1C2=CC=CC=C2C=2C=CC=CC12